C(C=C)(=O)N1[C@@H](C[C@H](CC1)N1C=NC=2C(=NC=3C(=C(C(=CC3C21)Cl)C2=C(C(=CC=C2)C)Cl)F)N2CC(C2)N(C)C)CC#N 2-((2S,4S)-1-acryloyl-4-(8-chloro-7-(2-chloro-3-methylphenyl)-4-(3-(dimethylamino)azetidin-1-yl)-6-fluoro-1H-imidazo[4,5-c]quinolin-1-yl)piperidin-2-yl)acetonitrile